(1R,2S,3R)-3-hydroxycyclopentane-1,2-dicaffeamide O[C@H]1[C@@H]([C@@H](CC1)C1=CC(=C(C=C1/C=C/C(=O)N)O)O)C1=CC(=C(C=C1/C=C/C(=O)N)O)O